FC(C1=CC=CC1)(F)F 1-Trifluoromethyl-cyclopentadiene